N-[(1S)-2-[[(1S)-1-cyano-2-(2-pyridyl)ethyl]amino]-1-(cyclopropylmethyl)-2-oxo-ethyl]-4-methoxy-1H-indole-2-carboxamide C(#N)[C@H](CC1=NC=CC=C1)NC([C@H](CC1CC1)NC(=O)C=1NC2=CC=CC(=C2C1)OC)=O